(3R)-1-[3-(2-Chloro-6-methyl-4-pyridyl)-2-(3-cyanophenyl)pyrazolo[1,5-a]pyrimidin-5-yl]pyrrolidine-3-carboxylic acid ClC1=NC(=CC(=C1)C=1C(=NN2C1N=C(C=C2)N2C[C@@H](CC2)C(=O)O)C2=CC(=CC=C2)C#N)C